3-methoxybenzaldehyde-2,6-d2 tert-butyl-3-(difluoromethyl)-3-methyl-4-oxopyrrolidine-1-carboxylate C(C)(C)(C)OC(=O)N1CC(C(C1)=O)(C)C(F)F.COC1=C(C(C=O)=C(C=C1)[2H])[2H]